N-[(3aS,6aR)-5-methyl-2,3,3a,4,6,6a-hexahydro-1H-cyclopenta[c]pyrrol-5-yl]-3-chloro-pyridine-2-carboxamide CC1(C[C@H]2[C@H](CNC2)C1)NC(=O)C1=NC=CC=C1Cl